(4-(2-(2-aza-bicyclo[2.2.1]hept-2-yl)-ethoxy)-phenyl)-(6-hydroxy-2-(4-hydroxy-phenyl)-benzo[b]thiophen-3-yl)-methanone C12N(CC(CC1)C2)CCOC2=CC=C(C=C2)C(=O)C=2C1=C(SC2C2=CC=C(C=C2)O)C=C(C=C1)O